4-[3-[4-(2-Carboxyethylsulfamoyl)phenyl]-3-oxoprop-1-enyl]benzoic acid C(=O)(O)CCNS(=O)(=O)C1=CC=C(C=C1)C(C=CC1=CC=C(C(=O)O)C=C1)=O